ClC=C(C(OC(F)(F)F)F)F 1-chloro-2,3-difluoro-3-(trifluoromethoxy)prop-1-ene